tert-butyl N-(cyclopropylmethyl)-N-[(3R)-1-{6-[2-hydroxy-4-(6-methoxypyrimidin-4-yl)phenyl]pyridazin-3-yl}pyrrolidin-3-yl]carbamate C1(CC1)CN(C(OC(C)(C)C)=O)[C@H]1CN(CC1)C=1N=NC(=CC1)C1=C(C=C(C=C1)C1=NC=NC(=C1)OC)O